OC[C@H]1N(C[C@H](C1)NC1=NN=C(C2=CC=CC=C12)C1=CC=C(C=C1)C(F)(F)F)C(C=C)=O 1-((2S,4S)-2-(hydroxymethyl)-4-((4-(4-(trifluoromethyl)phenyl)phthalazin-1-yl)amino)pyrrolidin-1-yl)prop-2-en-1-one